ClC1=NN(C=C1C1=NC=CC(=N1)N)C (3-chloro-1-methyl-1H-pyrazol-4-yl)pyrimidin-4-amine